C(#N)C1(C(C(C(=C(C1=O)C)C)=O)(C#N)C#N)C#N tetra-cyanodimethyl-p-benzoquinone